1-hydroxycyclohexyl-benzene OC1(CCCCC1)C1=CC=CC=C1